BrC=1C=2N(C3=C(C1)N=C(S3)N)C=CN2 5-bromoimidazo[1,2-a]thiazolo[4,5-e]pyridin-2-amine